N-(5-cyanopyridin-3-yl)-N'-(8-(1-methoxyethyl)-2-phenylimidazo[1,2-b]pyridazin-7-yl)urea C(#N)C=1C=C(C=NC1)NC(=O)NC1=C(C=2N(N=C1)C=C(N2)C2=CC=CC=C2)C(C)OC